4-aminobutyraldehyde (4-aminobutyrate) NCCCC(=O)O.NCCCC=O